3,3-dimethyl-1-(3-((2-((3-methyl-1-(1-methylpyrrolidin-3-yl)-1H-pyrazol-4-yl)amino)-5-(trifluoromethyl)pyrimidin-4-yl)amino)propyl)pyrrolidin-2-one CC1(C(N(CC1)CCCNC1=NC(=NC=C1C(F)(F)F)NC=1C(=NN(C1)C1CN(CC1)C)C)=O)C